CNC(CN1CN(C2=CC=CC=C2C1=O)C1=CC=C(C=C1)C(F)(F)F)=O N-methyl-2-(4-oxo-1-(4-(trifluoromethyl)phenyl)-1,4-dihydroquinazolin-3(2H)-yl)acetamide